N[C@H]1CS(C2=C(N(C1=O)CC1=CC=C(C=C1)OC1=CC(=CC=C1)OC(F)F)C=C(C=C2)C=2OC(=NN2)C(C)(S(=O)(=O)C)C)(=O)=O (3R)-3-amino-5-[[4-[3-(difluoromethoxy)phenoxy]phenyl]methyl]-7-[5-(1-methyl-1-methylsulfonyl-ethyl)-1,3,4-oxadiazol-2-yl]-1,1-dioxo-2,3-dihydro-1λ6,5-benzothiazepine-4-One